5-(2-aminobenzo[d]thiazol-6-yl)-N-(1-(2-fluoro-5-(trifluoromethoxy)phenyl)ethyl)-2-methylnicotinamide NC=1SC2=C(N1)C=CC(=C2)C=2C=NC(=C(C(=O)NC(C)C1=C(C=CC(=C1)OC(F)(F)F)F)C2)C